ClC=1C=NN(C1CC1N(C(C2=CC=C(C=C12)CN1CCOCC1)=O)CC1CC2(C1)OC(NC2)=O)C 2-((3-((4-chloro-1-methyl-1H-pyrazol-5-yl)methyl)-5-(morpholinomethyl)-1-oxoisoindolin-2-yl)methyl)-5-oxa-7-azaspiro[3.4]octan-6-one